(2S)-2-(4-cyclopropyl-5-methoxy-2-oxo-1H-1,6-naphthyridin-3-yl)-N-[(1S)-1-(2,4-difluorophenyl)ethyl]propenamide C1(CC1)C1=C(C(NC2=CC=NC(=C12)OC)=O)C(C(=O)N[C@@H](C)C1=C(C=C(C=C1)F)F)=C